ClC=1C(=NC=CC1)N1N=C(C=C1C(=O)NC=1C(=CC=2N(C1C(=O)NC1CSC1)N=CC2)C)OC 6-(1-(3-Chloropyridin-2-yl)-3-methoxy-1H-pyrazol-5-carboxamido)-5-methyl-N-(thietan-3-yl)pyrazolo[1,5-a]pyridin-7-carboxamid